N2-(2-(1-(Cyclopropylsulfonyl)-1H-pyrazol-4-yl)pyrimidin-4-yl)-N4-(3-fluorocyclohexyl)-5-((1-methyl-1H-pyrazol-4-yl)ethynyl)pyridine-2,4-diamine C1(CC1)S(=O)(=O)N1N=CC(=C1)C1=NC=CC(=N1)NC1=NC=C(C(=C1)NC1CC(CCC1)F)C#CC=1C=NN(C1)C